C(C1=CC=CC=C1)OC1=CC(=NC=2C=CN=C(C12)O)C=1C(=NC=C(C1C)C(F)(F)F)OC1=C(C(=C(C=C1)F)F)C 4-benzyloxy-2-[2-(3,4-difluoro-2-methyl-phenoxy)-4-methyl-5-(trifluoromethyl)-3-pyridinyl]-1,6-naphthyridin-5-ol